methyl 6-(4-fluorophenyl)-5-methyl-5H-pyrrolo[2,3-b]pyrazine-3-carboxylate FC1=CC=C(C=C1)C1=CC=2C(=NC(=CN2)C(=O)OC)N1C